P(=O)(O)(O)O.C(C)OC(=O)C1CC(CC(C1)N)OC(CC)CC 5-amino-3-(1-ethylpropoxy)cyclohexane-1-carboxylic acid ethyl ester phosphate